1,1-ethanediol diacetate C(C)(=O)OC(C)OC(C)=O